tris(dimethylaminopropyl)-hydroxytriazine CN(C)CCCN1N(N(C=CC1O)CCCN(C)C)CCCN(C)C